ClC1=C(C=CC=C1)C1CC2(C1)N(C(N(C2=O)C2=CN=CC1=CC=CC=C21)=O)C 2-(2-chlorophenyl)-7-(isoquinolin-4-yl)-5-methyl-5,7-diazaspiro[3.4]octane-6,8-dione